di(3-butenyl) phthalate C(C=1C(C(=O)OCCC=C)=CC=CC1)(=O)OCCC=C